butyl-N-isoamylbenzoThiazole-2-sulfenamide C(CCC)C1=CC=CC2=C1N=C(S2)SNCCC(C)C